NC1C(OCC12CCN(CC2)C2=NN1C(C(N2C)=O)N(C=C1)C1=C(C(=CC=C1)Cl)Cl)C (4-amino-3-methyl-2-oxa-8-aza-spiro[4.5]decan-8-yl)-5-(2,3-dichloro-phenyl)-3-methyl-3H-imidazo[2,1-f][1,2,4]triazin-4-one